ClC1=CC=C(CC2=C(OC=C2)C(=O)NC2CCN(CC2)CCC2=CC=CC=C2)C=C1 (4-chlorobenzyl)-N-(1-phenethylpiperidin-4-yl)-2-furoamide